C[C@H]1N(CCOC1)C=1C=C(C=2N(N1)C=NC2)C2(CCCC2)C#N {2-[(3R)-3-methylmorpholin-4-yl]imidazo[1,5-b]pyridazin-4-yl}cyclopentane-1-carbonitrile